N-tert-butyl-6-(4-cyano-3-fluoro-anilino)-3-methoxy-pyridine-2-carboxamide C(C)(C)(C)NC(=O)C1=NC(=CC=C1OC)NC1=CC(=C(C=C1)C#N)F